FC(C(=O)O)(F)F.N1(CCNCC1)C=1N=CC=2N(C1)N=CC2N2C(NC(CC2)=O)=O 1-(6-(piperazin-1-yl)pyrazolo[1,5-a]pyrazin-3-yl)dihydropyrimidine-2,4(1H,3H)-dione trifluoroacetate salt